Rac-4-((4bS,5R,6S,7S,7aR)-4b,5-dihydroxy-4-methoxy-7-phenyl-6-(piperazin-1-ylmethyl)-4b,5,6,7-tetrahydro-7aH-cyclopenta[4,5]furo[2,3-c]pyridin-7a-yl)benzonitrile O[C@@]12[C@@](OC=3C=NC=C(C31)OC)([C@@H]([C@H]([C@H]2O)CN2CCNCC2)C2=CC=CC=C2)C2=CC=C(C#N)C=C2 |r|